4,6-diamino-1,3,5-triazine-2-thiol NC1=NC(=NC(=N1)N)S